(2-hydroxyphenyl)-N-(2-(2-hydroxyphenyl)-1H-benzo[d]imidazol-6-yl)-3H-benzo[d]imidazole-5-carboxamide OC1=C(C=CC=C1)C=1NC2=C(N1)C=CC(=C2)C(=O)NC=2C=CC1=C(NC(=N1)C1=C(C=CC=C1)O)C2